[As]=[Te].[Se].[Cd] cadmium selenium arsenic telluride